F/C(=C/[C@@H](C[C@@H]1C(NCC1)=O)NC(=O)[C@H]1N(C[C@@H]2[C@H]1CCC2)C(=O)C2(C1=CC=CC=C1C=1C=CC=CC21)O)/S(=O)(=O)C (1S,3aS,6aR)-N-((R,Z)-4-fluoro-4-(methylsulfonyl)-1-((R)-2-oxopyrrolidin-3-yl)but-3-en-2-yl)-2-(9-hydroxy-9H-fluorene-9-carbonyl)octahydrocyclopenta[c]pyrrole-1-carboxamide